N-Boc-succinimide C(=O)(OC(C)(C)C)N1C(CCC1=O)=O